2-[(6-([({3-fluorobicyclo[1.1.1]pentan-1-yl}methyl)amino]methyl)imidazo[1,2-a]pyridin-2-yl)methyl]-5-(2-fluorophenyl)-1,2-dihydro-2,7-naphthyridin-1-one FC12CC(C1)(C2)CNCC=2C=CC=1N(C2)C=C(N1)CN1C(C2=CN=CC(=C2C=C1)C1=C(C=CC=C1)F)=O